2-chloro-N-(3-((6-((4-fluoro-3-(trifluoromethyl)benzyl)amino)pyrimidin-4-yl)oxy)phenyl)acetamide ClCC(=O)NC1=CC(=CC=C1)OC1=NC=NC(=C1)NCC1=CC(=C(C=C1)F)C(F)(F)F